N-(2-fluorophenyl)-2-(4-(5-(1-oxo-5-(piperidin-1-yl)-1,3-dihydro-2H-isoindol-2-yl)-1H-benzimidazol-2-yl)phenoxy)acetamide FC1=C(C=CC=C1)NC(COC1=CC=C(C=C1)C1=NC2=C(N1)C=CC(=C2)N2C(C1=CC=C(C=C1C2)N2CCCCC2)=O)=O